3-amino-2-bromo-6,7-dihydropyrazolo[1,5-a]pyrazin-4(5H)-one NC=1C(=NN2C1C(NCC2)=O)Br